BrCCCCCCCCCCC[Si](OC)(OC)OC 11-bromoundecyltrimethoxysilane